5-(bromomethyl)-1H-pyrazole-1-carboxylic acid tert-butyl ester C(C)(C)(C)OC(=O)N1N=CC=C1CBr